C[Si](C)(C)N([Si](C)(C)C)C1=NC=CC=C1 bis(trimethylsilyl)aminopyridine